FC1=C(C=CC(=C1)COC1=C(C=C(C=C1)S(=O)(=O)C)C=1C2=C(C(N(C1)C)=O)NC=C2)C2C(NC(CC2)=O)=O 3-(2-fluoro-4-((2-(6-methyl-7-oxo-6,7-dihydro-1H-pyrrolo[2,3-c]pyridin-4-yl)-4-(methylsulfonyl)phenoxy)methyl)phenyl)piperidine-2,6-dione